2-((3R,5R,6S)-1-((S)-2-(tert-Butylsulfonyl)-1-cyclopropylethyl)-5-(3-chlorophenyl)-6-(4-chlorophenyl)-3-methyl-2-oxopiperidin-3-yl)acetamide C(C)(C)(C)S(=O)(=O)C[C@H](C1CC1)N1C([C@@](C[C@@H]([C@H]1C1=CC=C(C=C1)Cl)C1=CC(=CC=C1)Cl)(C)CC(=O)N)=O